6-(benzyloxy)-2-chloro-[1,2,4]triazolo[1,5-a]pyridine C(C1=CC=CC=C1)OC=1C=CC=2N(C1)N=C(N2)Cl